ClC=1C=CC(N(C1)C=1C=NC(=CC1)N[C@@H]1C[C@H](CC1)NC=1N=NC(=CN1)C1CC1)=O 5-Chloro-6'-(((1S,3S)-3-((6-cyclopropyl-1,2,4-triazin-3-yl)amino)cyclopentyl)amino)-2H-[1,3'-bipyridin]-2-one